C(CCCCCCCCC)(=O)OC1C(OCC1)C#C 2-ethynyltetrahydrofuran-3-yl decanoate